FC=1C=C(C=C(C1)F)C1=CC(=NC(=C1)C1=NC=CC=C1)C1=NC=CC=C1 4'-(3,5-Difluorophenyl)-2,2':6',2''-terpyridine